O=C1NC(CCC1N1C(N(C2=C1C=CC(=C2)CCCN2C[C@@H](N(CC2)C(=O)OC(C)(C)C)C(NS(=O)(=O)C)=O)C)=O)=O tert-butyl (2R)-4-[3-[1-(2,6-dioxo-3-piperidyl)-3-methyl-2-oxo-benzimidazol-5-yl] propyl]-2-(methylsulfonylcarbamoyl)piperazine-1-carboxylate